(S)-3-amino-3-(4-fluoro-2',5,6'-Trimethyl-[1,1'-biphenyl]-3-yl)propionate N[C@@H](CC(=O)[O-])C=1C=C(C=C(C1F)C)C1=C(C=CC=C1C)C